1,3-bis[1-methyl-1-(t-butylperoxy)ethyl]benzene CC(C)(OOC(C)(C)C)C1=CC(=CC=C1)C(C)(C)OOC(C)(C)C